The molecule is a dehydrodiconiferyl alcohol that has (2R,3S)-configuration. It is a natural product isolated from several plant species including Aglaia foveolata, Viburnum erosum and Rosa multiflora. It has a role as a plant metabolite. It is an enantiomer of a (+)-dehydrodiconiferyl alcohol. COC1=CC(=CC2=C1O[C@H]([C@@H]2CO)C3=CC(=C(C=C3)O)OC)/C=C/CO